C1(CCCC1)SCC(=O)C1=CC=C(C=C1)C1=NOC(=N1)C(F)(F)F 2-(cyclopentylthio)-1-(4-(5-(trifluoromethyl)-1,2,4-oxadiazol-3-yl)phenyl)ethan-1-one